FC=1C=C(C=C(C1)F)C=1CCCC2=C(C1C1=CC=C(C=C1)CC1CN(C1)CCCF)C=CC(=C2)C(=O)O 8-(3,5-difluorophenyl)-9-(4-((1-(3-fluoropropyl)azetidin-3-yl)methyl)phenyl)-6,7-dihydro-5H-benzo[7]annulene-3-carboxylic acid